FC(C)(F)C=1C=C(C=CC1)C1CC2(CNC2)CC1 6-(3-(1,1-Difluoroethyl)phenyl)-2-azaspiro[3.4]octan